C(C=C)(=O)N1C[C@@H](CC1)C1=CN(C=2C(=NNC(C21)=O)N)C2=CC=C(C=C2)OC2=C(C=CC(=C2)F)F (S)-3-(1-acryloylpyrrolidin-3-yl)-7-amino-1-(4-(2,5-difluorophenoxy)phenyl)-1,5-dihydro-4H-pyrrolo[2,3-d]pyridazin-4-one